COC1=CC=C(C=C1)C1=NN(C(=C1O)C)C 3-(4-methoxyphenyl)-1,5-dimethyl-pyrazol-4-ol